5-methyl-3-(trifluoromethyl)-5,6,6a,7,9,10-hexahydro-8H-pyrazino[1,2-a][1,8]naphthyridin CC1CC2N(C=3N=CC(=CC13)C(F)(F)F)CCNC2